C(CCC(=O)[O-])(=O)OC(C1=CC(=C(C(=C1)OCCCCCCCCCCCCCCCCCC)OCCCCCCCCCCCCCCCCCC)OCCCCCCCCCCCCCCCCCC)[C@@]1(C[C@@H](O[C@@H]1CO)N1C(=O)NC(=O)C(C)=C1)O deoxythymidin-3'-yl-[3,4,5-tris(octadecyloxy)benzyl] succinate